(2-hydroxy-6-methylphenyl)boronic acid OC1=C(C(=CC=C1)C)B(O)O